3-(3,4-dichlorophenyl)-2-methylpiperidine hydrochloride Cl.ClC=1C=C(C=CC1Cl)C1C(NCCC1)C